5-methyl-1,3-benzothiazol-2-amine CC=1C=CC2=C(N=C(S2)N)C1